(12E)-oxahexadecen-12-one O=CCCCCCCCCCC(CCCC)=O